[Fe].[Se] selenium-iron